trans-2-aminocyclohexanol hydrochloride Cl.N[C@H]1[C@@H](CCCC1)O